BrC=1C2=C(N(C(CC1C=1OC(=NN1)C1CC1)=O)CC1=CC(=C(C=C1)OC)F)C=CC=C2 5-bromo-4-(5-cyclopropyl-1,3,4-oxadiazol-2-yl)-1-(3-fluoro-4-methoxybenzyl)-1,3-dihydro-2H-benzo[b]azepin-2-one